The molecule is a member of the class of piperidines that is the benzhydryl ether derivative of 1-methyl-4-hydroxypiperidine. A sedating antihistamine, it is used as the hydrochloride for the symptomatic relief of allergic conditions including rhinitis and hay fever, and in pruritic skin disorders. It is also used as the teoclate salt (piprinhydrinate) as an ingredient in compound preparations for the symptomatic relief of coughs and the common cold. It has a role as a H1-receptor antagonist and a cholinergic antagonist. It is a member of piperidines and a tertiary amine. CN1CCC(CC1)OC(C2=CC=CC=C2)C3=CC=CC=C3